5-[2-(difluoromethyl)-6-piperazin-1-yl-3-pyridyl]-1,3-dimethyl-pyridin-2-one FC(C1=NC(=CC=C1C=1C=C(C(N(C1)C)=O)C)N1CCNCC1)F